2-(((trans-4-(Aminomethyl)cyclohexyl)thio)methyl)-8-methylquinazolin-4(3H)-one NC[C@@H]1CC[C@H](CC1)SCC1=NC2=C(C=CC=C2C(N1)=O)C